5-((4-Bromo-2-fluorophenyl)amino)-4-fluoro-1-(methyl-d3)-1H-benzimidazole-6-carboxylic acid methyl ester COC(=O)C=1C(=C(C2=C(N(C=N2)C([2H])([2H])[2H])C1)F)NC1=C(C=C(C=C1)Br)F